C(C)(=O)N1[C@H](CCC2=CC(=CC=C12)C1=CC=C(C(=O)N(C)CCN(C(=O)C=2N=C3N(C=C(N=C3N3CCOCC3)Br)C2)C)C=C1)C (S)-N-(2-(4-(1-Acetyl-2-methyl-1,2,3,4-tetrahydroquinolin-6-yl)-N-methylbenzamido)ethyl)-6-bromo-N-methyl-8-morpholinoimidazo[1,2-a]pyrazine-2-carboxamide